3-[(2-hydroxypropyl)sulfonyl]-4-methyl-benzoic acid OC(CS(=O)(=O)C=1C=C(C(=O)O)C=CC1C)C